CC1=CC=CC(=N1)C1=C(N=CN1)C=1C=C2C=C(C=NC2=CC1)C=1C=CC(=NC1)C(=O)OC1CNC1 azetidin-3-yl 5-[6-[5-(6-methyl-2-pyridyl)-1H-imidazol-4-yl]-3-quinolyl]pyridine-2-carboxylate